(3aR,4S,6R,6aS)-6-amino-2,2-dimethyltetrahydro-4H-cyclopenta[d][1,3]dioxol-4-ol N[C@@H]1C[C@@H]([C@@H]2[C@H]1OC(O2)(C)C)O